N-[2-[[7-cyano-2-[[2-[2-oxo-3-(3-oxo-4H-pyrido[3,2-b][1,4]oxazin-6-yl)-1,3-oxazolidin-5-yl]ethylamino]methyl]-2,3-dihydro-1H-inden-5-yl]oxy]ethyl]methanesulfonamide C(#N)C=1C=C(C=C2CC(CC12)CNCCC1CN(C(O1)=O)C=1C=CC=2OCC(NC2N1)=O)OCCNS(=O)(=O)C